3-(5-ethynylpyridin-2-yl)prop-2-enoic acid C(#C)C=1C=CC(=NC1)C=CC(=O)O